7-bromo-6-methyl-1,3-benzodioxol-5-amine BrC1=C(C(=CC2=C1OCO2)N)C